5-((1S)-1-((1aR,3aR,3bS,5aS,6S,8aS,8bS,10aR)-10-methoxy-3a,5a-dimethylhexadecahydrocyclopenta[a]cyclopropa[2,3]cyclopenta[1,2-f]naphthalen-6-yl)ethoxy)-N-methylnicotinamide COC1[C@@]23[C@@]([C@H]4CC[C@]5([C@H]([C@@H]4C1)CC[C@@H]5[C@H](C)OC=5C=NC=C(C(=O)NC)C5)C)(CC[C@@H]2C3)C